C(CCCCCC)(=O)NC=1[Se]C(=CN1)C(=O)NC1=C(C=CC=C1C)Cl 2-(heptanoylamino)-N-(2-chloro-6-methylphenyl)-1,3-selenazol-5-carboxamide